1-(7-Bromo-2-(((R)-1,2-dimethylpyrrolidin-2-yl)methoxy)-8-fluoroquinazolin-4-yl)-3-methylpiperidin-3-ol BrC1=CC=C2C(=NC(=NC2=C1F)OC[C@@]1(N(CCC1)C)C)N1CC(CCC1)(O)C